N-(6-((5-bromo-2-chloropyrimidin-4-yl)amino)quinoxaline-5-yl)-N-methylmethanesulfonamide BrC=1C(=NC(=NC1)Cl)NC=1C(=C2N=CC=NC2=CC1)N(S(=O)(=O)C)C